ethyl-1,3-butadiene C(C)C=CC=C